2-(1H-pyrrolo[2,3-b]pyridin-3-yl)ethanol N1C=C(C=2C1=NC=CC2)CCO